3-(5-(1H-pyrazol-5-yl)pyridin-3-yl)-3-(5-(2-(5,6,7,8-tetrahydro-1,8-naphthyridin-2-yl)ethoxy)-1H-indazol-1-yl)propionic acid N1N=CC=C1C=1C=C(C=NC1)C(CC(=O)O)N1N=CC2=CC(=CC=C12)OCCC1=NC=2NCCCC2C=C1